N(N)C=1C(=NC2=CC=CC=C2N1)S 3-hydrazinoquinoxaline-2-thiol